(2R,3S)-2-methyloxetan C[C@H]1OCC1